COCOC=1C=CC=C2C(=NNC12)C(F)(F)F 7-(Methoxymethoxy)-3-(trifluoromethyl)-1H-indazole